BrC1=C2CCN(CC2=CC(=C1)C1=CC=C(C=C1)C(F)(F)F)C(=O)OC(C)(C)C tert-Butyl 5-bromo-7-(4-(trifluoromethyl)phenyl)-3,4-dihydroisoquinoline-2(1H)-carboxylate